trans-1,3-diphenylallylacetate C1(=CC=CC=C1)C(\C=C\C1=CC=CC=C1)CC(=O)[O-]